3-FLUOROBENZONITRIL FC=1C=C(C#N)C=CC1